C1(CCCCC1)N1C(=O)N(C(=O)CC1=O)C1CCCCC1 1,3-dicyclohexyl-barbituric acid